5-[5-[[1-[(E)-2-(aminomethyl)-3-fluoro-allyl]-5-oxo-1,2,4-triazol-4-yl]methyl]-2-thienyl]-7-fluoro-isoindolin-1-one hydrochloride Cl.NC/C(/CN1N=CN(C1=O)CC1=CC=C(S1)C=1C=C2CNC(C2=C(C1)F)=O)=C\F